3-methyl-2-phenyl-2,3-dihydrobenzothiazine CC1N(SC2=C(C1)C=CC=C2)C2=CC=CC=C2